tert-Butyl 4,6-difluoro-5-(4,4,5,5-tetramethyl-1,3,2-dioxaborolan-2-yl)-2,3-dihydro-1H-inden-1-yl(methyl)carbamate FC1=C2CCC(C2=CC(=C1B1OC(C(O1)(C)C)(C)C)F)N(C(OC(C)(C)C)=O)C